ClCC(=O)N1CCOCC1 4-(chloroacetyl)-morpholine